catechol C=1(O)C(O)=CC=CC1